N1-(2-[(benzyloxy)carbonyl]aminoethyl)-N2-(tert-butoxycarbonyl)-L-isoleucinamide C(C1=CC=CC=C1)OC(=O)NCCNC([C@@H](NC(=O)OC(C)(C)C)[C@@H](C)CC)=O